[SH3+].FC(S(=O)(=O)[O-])(F)F trifluoromethanesulfonate sulfonium salt